C(=O)=C1NC=CC2=C(C=CC=C12)N1N=CC(=C1C(F)(F)F)NC(C1=CC(=NC=C1)C(F)(F)F)=N N-(1-(1-carbonyl-1,2-dihydroisoquinolin-5-yl)-5-(trifluoromethyl)-1H-pyrazol-4-yl)-2-(trifluoromethyl)isonicotinamidine